CC=1C(=NC=CC1)NC=1SC=C(N1)C1=NC=C(C#N)C=C1 6-(2-(3-methylpyridin-2-ylamino)thiazol-4-yl)nicotinonitrile